6-((2-((S)-2,2-dicyclopropyl-1-(1-ethyl-1H-pyrazole-5-carboxamido)ethyl)imidazo[1,2-b]pyridazin-6-yl)methyl)-5-oxo-4-azaspiro[2.4]heptane-6-carboxylic acid C1(CC1)C([C@H](NC(=O)C1=CC=NN1CC)C=1N=C2N(N=C(C=C2)CC2(C(NC3(CC3)C2)=O)C(=O)O)C1)C1CC1